4-amino-1-(5-(2-methoxy-4-methylphenyl)imidazo[2,1-b][1,3,4]thiadiazol-2-yl)-4-methylpiperidin-3-ol NC1(C(CN(CC1)C1=NN2C(S1)=NC=C2C2=C(C=C(C=C2)C)OC)O)C